OC=1C=C(C(=C(C1C=CC(C)=C)[O-])C(C=CC1=CC=C(C=C1)O)=O)OC 5-hydroxy-6-isoprenyl-3-methoxy-2-[1-oxo-3-(4-hydroxyphenyl)prop-2-enyl]phenolate